C(CC)(=O)N1CCCCC12C(C2)CNC(=O)C2=CC=1C=NC=CC1N2 N-[(8-propanoyl-8-azaspiro[2.5]octan-2-yl)methyl]-1H-pyrrolo[3,2-c]pyridine-2-carboxamide